(R)-2-((5-(2-(6-((2,2-difluoroethyl)(methyl)amino)-2-methylhex-3-yl)-2,6-diazaspiro[3.4]oct-6-yl)-1,2,4-triazin-6-yl)oxy)-N-ethyl-5-fluoro-N-isopropylbenzamide FC(CN(CCC[C@H](C(C)C)N1CC2(C1)CN(CC2)C=2N=CN=NC2OC2=C(C(=O)N(C(C)C)CC)C=C(C=C2)F)C)F